ammonium orthophosphite Dihydrogen phosphate P(=O)(O)(O)[O-].P([O-])([O-])[O-].[NH4+].[NH4+].[NH4+].[NH4+]